C(COCCN1CCOCC1)N1CCOCC1 4,4'-(3-oxapentane-1,5-diyl)dimorpholine